N-methyl-1-[5-[6-[3-(6-methyl-2-pyridyl)-1H-pyrazol-4-yl]-1,5-naphthyridin-3-yl]-3-pyridyl]methanamine CNCC=1C=NC=C(C1)C=1C=NC2=CC=C(N=C2C1)C=1C(=NNC1)C1=NC(=CC=C1)C